(R)-(3-Aminopiperidin-1-yl)(2-(1-(cyclopropylmethyl)-5-methoxy-1H-indol-2-yl)-3,4-dihydro-5-oxa-1,2a-diazaacenaphthylen-7-yl)methanon N[C@H]1CN(CCC1)C(=O)C=1C=C2OCCN3C(=NC(C1)=C32)C=3N(C2=CC=C(C=C2C3)OC)CC3CC3